C(C)(C)(C)OC(=O)N1CC2(C1)OC[C@H](C2)OC (7S)-7-methoxy-5-oxa-2-azaspiro[3.4]octane-2-carboxylic acid tert-butyl ester